C(C)(C)(C)OC(=O)N1CCC(CC1)(F)C(=O)N(C1=CC=CC=C1)CC1=C(C=C(C=C1)C=1OC(=NN1)C(F)F)F 4-((4-(5-(difluoromethyl)-1,3,4-oxadiazol-2-yl)-2-fluorobenzyl)(phenyl)aminoFormyl)-4-fluoropiperidine-1-carboxylic acid tert-butyl ester